C(#N)N1C[C@@H](C[C@H]1COC)NC(=O)C=1OC(=NN1)C1=CC(=CC=C1)C(F)(F)F N-((3R,5S)-1-Cyano-5-(methoxymethyl)pyrrolidin-3-yl)-5-(3-(trifluoromethyl)phenyl)-1,3,4-oxadiazol-2-carboxamid